OCC1=C(C=CC=C1)C1(CCC2(OCCO2)CC1)O 8-(2-(hydroxymethyl)phenyl)-1,4-dioxaspiro[4.5]Decane-8-ol